FC1=CC=C(OCC2N(C3CC(C2)C3)C(=O)C=3N=C(SC3C3=C(C=CC=C3)F)C)C=C1 3-[(4-fluorophenoxy)methyl]-2-[5-(2-fluorophenyl)-2-methyl-1,3-thiazole-4-carbonyl]-2-azabicyclo[3.1.1]heptane